2-Aminoethyl acetate hydrochloride Cl.C(C)(=O)OCCN